NCCOCCOCCOCCOCCOCCOCCOCCOCCC(=O)OC(C)(C)C tert-butyl 1-amino-3,6,9,12,15,18,21,24-octaoxaheptacosan-27-oate